5-bromo-4-((3-fluorobenzyl)oxy)-2-fluoroaniline BrC=1C(=CC(=C(N)C1)F)OCC1=CC(=CC=C1)F